ClC1=CC(=C(C=C1)CC(=O)N1CCC2=CC=C(C=C12)OC(F)(F)F)OC 2-(4-chloro-2-methoxyphenyl)-1-(6-(trifluoromethoxy)-indolin-1-yl)ethanone